ClC=1C(=C(CN2[C@@H](C[C@@](CC2)(C(=O)O)CC2=NC(=C(C(=C2F)C=2N(C=CN2)C)F)NC2=NNC(=C2)C)C)C=CC1)F (2R,4R)-1-(3-chloro-2-fluorobenzyl)-4-((3,5-difluoro-4-(1-methyl-1H-imidazol-2-yl)-6-((5-methyl-1H-pyrazol-3-yl)amino)pyridin-2-yl)methyl)-2-methylpiperidine-4-carboxylic acid